IC1=CC=C(C=C1)CCCCC(=O)O 5-(p-iodophenyl)pentanoic acid